BrC1=CC=C(C(=C1NC)OC1=C(C=CC=C1)Cl)Cl 6-Bromo-3-chloro-2-(2-chlorophenoxy)-N-methylaniline